3-(dimethylamino)-1-(2-hydroxyphenyl)prop-2-en-1-one CN(C=CC(=O)C1=C(C=CC=C1)O)C